NC1=NC2=NC=C(N=C2C(=N1)N)CC=1C(=C(SC1)C(=O)NCCCCC(=O)O)NC 5-(((2,4-diaminopteridin-6-yl)methyl)(methyl-amino)thiophene-2-carboxamido)pentanoic acid